tert-butyl-(3R)-4-((1-(3-(2,6-dioxopiperidin-3-yl)-1-methyl-1H-indazol-7-yl)piperidin-4-yl)methyl)-3-(hydroxymethyl)piperazine-1-carboxylate C(C)(C)(C)OC(=O)N1C[C@@H](N(CC1)CC1CCN(CC1)C=1C=CC=C2C(=NN(C12)C)C1C(NC(CC1)=O)=O)CO